COC1CC(C1)(C(=O)NC=1SC(=CN1)OC=1C=NC(=NC1)N1CCOCC1)C 3-methoxy-1-methyl-N-(5-((2-morpholinopyrimidin-5-yl)oxy)thiazol-2-yl)cyclobutane-1-carboxamide